5-[2-Hydroxy-6-methyl-4-(trifluoromethyl)phenyl]-3H-oxazolo[4,5-b]pyridine-2-thione OC1=C(C(=CC(=C1)C(F)(F)F)C)C1=CC=C2C(=N1)NC(O2)=S